NC1=CC=CC=2C(=C(OC21)C2=CC=CC=C2)C2=CC=CC=C2 7-Aminodiphenyl-benzofuran